C1=CC=NC(=C1)S(=O)(=O)O pyridineSulfonic acid